(4-methyl-2H-1,2,3-triazol-2-yl) acetate C(C)(=O)ON1N=CC(=N1)C